1-(1-(4-benzyl-3,4-dihydro-2H-benzo[b][1,4]thiazin-6-yl)but-3-en-1-yl)-3-(1H-indol-3-yl)urea C(C1=CC=CC=C1)N1C2=C(SCC1)C=CC(=C2)C(CC=C)NC(=O)NC2=CNC1=CC=CC=C21